CN1N=C(C2=CC=C(C=C12)OC=1C=C(C=CC1)C1=CC(=C(C=C1)C(=O)NC1CCNCC1)CC)C 3'-((1,3-dimethyl-1H-indazol-6-yl)oxy)-3-ethyl-N-(piperidin-4-yl)-[1,1'-biphenyl]-4-carboxamide